C(C)(C)(C)C1N2C(C3=CC(=C(C=C3C1)C=1C=NC(=CC1)C(F)(F)F)OC)=CC(C(=C2)C(=O)O)=O 6-tert-butyl-10-methoxy-2-oxo-9-(6-trifluoromethylpyridin-3-yl)-6,7-dihydro-2H-pyrido[2,1-a]isoquinoline-3-carboxylic acid